CC(C)(C)C(=O)CC(=O)C(C)(C)C 2,6,6-tetramethyl-3,5-heptanedione